(E)-4-bromo-N'-(butan-2-ylidene)benzoyl-hydrazine BrC1=CC=C(C(=O)N/N=C(\C)/CC)C=C1